CC(C(C)NC1=C2C(N(C(C2=CC=C1)=O)C1C(NC(CC1)=O)=O)=O)(C)C 4-((3,3-dimethylbutan-2-yl)amino)-2-(2,6-dioxopiperidin-3-yl)isoindoline-1,3-dione